NC1C(CCC1)OC=1C=C2CN(C(C2=CC1F)=O)C1C(NC(CC1)=O)=O 3-(5-((2-aminocyclopentyl)oxy)-6-fluoro-1-oxoisoindolin-2-yl)piperidine-2,6-dione